O=C(OCC1=CC=CC=C1)NCCOCCOCC(=O)O 3-oxo-1-phenyl-2,7,10-trioxa-4-azadodecan-12-oic acid